5-bromo-2-chloro-4-isobutylpyridine BrC=1C(=CC(=NC1)Cl)CC(C)C